9H-xanthene-4,5-diylbis(phosphine) C1=CC=C(C=2OC3=C(C=CC=C3CC12)P)P